(+/-)-2-(hydroxy(1-indol-4-yl)methyl)-6-(methylcarbamoyl)isonicotinic acid tert-butylButyl ester C(C)(C)(C)C(CCC)OC(C1=CC(=NC(=C1)C(NC)=O)C(C1=C2C=CNC2=CC=C1)O)=O